C(C1=CC=CO1)NCCCCCNCC1=CC=CO1 N,N'-Difurfuryl-1,5-pentandiamin